lanthanum-strontium-iron [Fe].[Sr].[La]